(2-cyclobutyloxypyridin-4-yl)boronic acid C1(CCC1)OC1=NC=CC(=C1)B(O)O